ClC1=CC(=C(C=C1Cl)NC(=O)N1C2CCC1CC=1C(=NC=C(C12)O)F)F N-(4,5-dichloro-2-fluorophenyl)-1-fluoro-4-hydroxy-6,7,8,9-tetrahydro-5H-5,8-epiminocyclohepta[c]pyridine-10-carboxamide